C(#N)C1=C(N=C2N(C1=O)C=C(C=C2[C@@H](C)NC2=C(C(=O)O)C=CC=C2)C)N[C@H](C)C=2C=NC=CC2 2-(((R)-1-(3-cyano-7-methyl-4-oxo-2-(((R)-1-(pyridin-3-yl)ethyl)amino)-4H-pyrido[1,2-a]pyrimidin-9-yl)ethyl)amino)benzoic acid